C(CC)OC(C=C)=O.CN monomethyl-amine propyl-acrylate